CN(C1=C2C(=NC=C1C#N)N(C=C2)S(=O)(=O)C2=CC=CC=C2)[C@@H]2CC[C@H](CC2)CS(=O)(=O)N2CC(CC2)CNC 4-(methyl(trans-4-(((3-((methylamino)methyl)pyrrolidin-1-yl)sulfonyl)methyl)cyclohexyl)amino)-1-(phenylsulfonyl)-1H-pyrrolo[2,3-b]pyridin-5-carbonitrile